2-(Methylthio)-3-nitroisonicotinic acid CSC=1C(=C(C(=O)O)C=CN1)[N+](=O)[O-]